2-bromo-N-(oxetan-3-yl)pyridin-4-amine BrC1=NC=CC(=C1)NC1COC1